CC=1C(=C2C=NNC2=CC1)N1CC=2N=C(N=C(C2CC1)N1C[C@@H](NCC1)CC#N)OC[C@H]1N(CCC1)C 2-((S)-4-(7-(5-methyl-1H-indazol-4-yl)-2-(((S)-1-methylpyrrolidin-2-yl)methoxy)-5,6,7,8-tetrahydropyrido[3,4-d]pyrimidin-4-yl)piperazin-2-yl)acetonitrile